ClC1=CN=C2C(=N1)N(N=C2C)[C@H](C)C2=C(C=C(C=C2)Cl)F (R)-6-chloro-1-(1-(4-chloro-2-fluorophenyl)ethyl)-3-methyl-1H-pyrazolo[3,4-b]pyrazine